C1(=CC=CC=C1)C1=C(NC2=CC=CC=C12)\C=C\C1=CC=CC=C1 (E)-3-phenyl-2-styryl-1H-indole